((2-(6-aminopyridin-3-yl)ethyl)azanediyl)bis(hexane-6,1-diyl) bis(2-(2-(butyldisulfanyl)ethyl)octanoate) C(CCC)SSCCC(C(=O)OCCCCCCN(CCCCCCOC(C(CCCCCC)CCSSCCCC)=O)CCC=1C=NC(=CC1)N)CCCCCC